tert-butyl (e)-(3-(4,4,5-trimethyl-1,3,2-dioxaborolan-2-yl)allyl)carbamate CC1(OB(OC1C)/C=C/CNC(OC(C)(C)C)=O)C